C(C)OC(=O)C1=CC=C(C=2SC3=CC=CC=C3C(C12)=O)OCCC 1-ethoxycarbonyl-4-n-propoxythioxanthone